BrC=1N=C2N(C(C1I)=O)C=CC=C2 bromo-3-iodo-4H-pyrido[1,2-a]pyrimidin-4-one